CNC1=NC(=NC(=C1)C)NC=1C=C(C2=C(CCO2)C1)C=1CCCNCC1 N4,6-dimethyl-N2-[7-(2,3,4,7-tetrahydro-1H-azepin-5-yl)-2,3-dihydrobenzofuran-5-yl]pyrimidine-2,4-diamine